3-(3-(4-(4-chlorophenyl)piperazin-1-yl)-3-oxopropyl)-7-fluoro-5-methylisoquinolin-1(2H)-one ClC1=CC=C(C=C1)N1CCN(CC1)C(CCC=1NC(C2=CC(=CC(=C2C1)C)F)=O)=O